(S)-6-bromo-2-((S)-tetrahydrofuran-2-yl)benzopyran-4-one BrC=1C=CC2=C(C(C=C(O2)[C@H]2OCCC2)=O)C1